FC=1C=C(C=CC1)N(C(=O)C1=C(N(C(=C1)C1=CC2=C(OCO2)C=C1C(=O)N1CC2=CC=CC=C2C[C@H]1C)C)C)C1=CC=C(C=C1)O N-(3-Fluorophenyl)-N-(4-hydroxyphenyl)-1,2-dimethyl-5-(6-{[(3R)-3-Methyl-3,4-dihydroisoquinolin-2(1H)-yl]carbonyl}-1,3-benzodioxol-5-yl)-1H-pyrrole-3-carboxamide